ClC=1N=C(C=2OC[C@H]3COC[C@@H](N3C2N1)C)C(=O)OC Methyl (cis)-3-chloro-5-methyl-5,6,8a,9-tetrahydro-8H-7,10-dioxa-2,4,4b-triazaphenanthrene-1-carboxylate